ClC1=CC2=C(C(=N1)C)N=NN2[C@H](C)C2=C(C=C(C=C2)Cl)Cl (R)-6-chloro-1-(1-(2,4-dichlorophenyl)ethyl)-4-methyl-1H-[1,2,3]triazolo[4,5-c]pyridine